imino dithiophosphate P1(=S)(SNO1)[O-]